P(OCCCCCCCCCCCCCCCCCCCCCC)([O-])[O-] (behenyl) phosphite